2-butyl-1,2-octanediol C(CCC)C(CO)(CCCCCC)O